C(#N)C1(CC1)NS(=O)(=O)C1=CC(=C2C=NN(C2=C1)C=1SC(=NN1)C(F)F)N1C[C@@H](OCC1)C (S)-N-(1-cyanocyclopropyl)-1-(5-(difluoromethyl)-1,3,4-thiadiazol-2-yl)-4-(2-methylmorpholino)-1H-indazole-6-sulfonamide